(R)-8-(1-aminoethyl)-3,6-dimethyl-2-(1-methyl-1H-pyrazol-3-yl)quinazolin-4(3H)-one N[C@H](C)C=1C=C(C=C2C(N(C(=NC12)C1=NN(C=C1)C)C)=O)C